O=C(C(=O)NC1=CC=CC=C1)N1CC2=C(CC1)C=C(S2)C2=NOC(=N2)C(F)(F)F 2-oxo-N-phenyl-2-(2-(5-(trifluoromethyl)-1,2,4-oxadiazol-3-yl)-4,7-dihydrothieno[2,3-c]pyridin-6(5H)-yl)acetamide